BrC1=CC2=C(N(C=N2)CC(F)F)C=C1 5-bromo-1-(2,2-difluoroethyl)-1H-benzo[d]imidazole